C1NCCC2=CC(=CC=C12)C(=O)NO 3,4-dihydro-1H-isoquinoline-6-carbohydroxamic acid